5-Chloro-2-[2-[3-(difluoromethyl)-5-isoxazolyl]-3-bromophenoxy]pyrimidine ClC=1C=NC(=NC1)OC1=C(C(=CC=C1)Br)C1=CC(=NO1)C(F)F